ethyl 2-(3-(6-bromopyridin-3-yl)-4-methyl-2-oxo-2,3-dihydro-1H-benzo[d]imidazol-1-yl)acetate BrC1=CC=C(C=N1)N1C(N(C2=C1C(=CC=C2)C)CC(=O)OCC)=O